CN1C(C=CC(=C1)C=1C=CC=2N(C1)N=CC2C2=CC=C1C=NN(C1=C2)C)=O 1-methyl-5-(3-(1-methyl-1H-indazol-6-yl)pyrazolo[1,5-a]pyridin-6-yl)pyridin-2(1H)-one